[K+].[K+].C(CCCCCCCCCCC)C(C(=O)[O-])(CC(=O)O)S(=O)(=O)[O-] lauryl-sulfosuccinic acid dipotassium salt